OC1=C(C(=O)C2=CC=C(C(=C2)OC)OC)C=CC(=C1)OC 2-hydroxy-4,4',5'-trimethoxybenzophenone